ethyl (E)-3-[3-[1-[1-[5-[4,6-difluoro-1-(p-tolylsulfonyl)indol-5-yl]oxy-2-fluoro-phenyl]-5-ethoxy-pyrazol-3-yl]ethyl]-2-fluoro-phenyl]prop-2-enoate FC1=C2C=CN(C2=CC(=C1OC=1C=CC(=C(C1)N1N=C(C=C1OCC)C(C)C=1C(=C(C=CC1)/C=C/C(=O)OCC)F)F)F)S(=O)(=O)C1=CC=C(C=C1)C